CC1=C(C(=CC=C1)C)C1=NC=2C=NNC2C=2C=NN3CCCN1C23 8-(2,6-dimethylphenyl)-3,4,7,9,13,14-hexazatetracyclo[7.6.1.02,6.013,16]hexadeca-1(16),2(6),4,7,14-pentaene